NC=1C(=NC2=C(C(=C(C=C2C1N([C@H]1[C@H]2CN([C@@H]1C2)C(=O)OC(C)(C)C)C(=O)OC(C)(C)C)CCC#N)C2=C(C(=CC=C2)Cl)Cl)F)C tert-butyl (1R,4R,5S)-5-((3-amino-6-(2-cyanoethyl)-7-(2,3-dichlorophenyl)-8-fluoro-2-methylquinolin-4-yl)(tert-butoxycarbonyl)amino)-2-azabicyclo[2.1.1]hexane-2-carboxylate